2-fluoro-4-(hydroxymethyl)benzonitrile FC1=C(C#N)C=CC(=C1)CO